tert-butyl [3-[2-(dimethylamino)ethyl]indol-1-yl]methyl hydrogen phosphate P(=O)(OC(C)(C)C)(OCN1C=C(C2=CC=CC=C12)CCN(C)C)O